3-nitro-6-(pyrazol-1-yl)pyridin-2-amine [N+](=O)([O-])C=1C(=NC(=CC1)N1N=CC=C1)N